N-((4,6-dimethyl-2-oxo-1,2-dihydropyridin-3-yl)methyl)-5-(ethyl-(tetrahydro-2H-pyran-4-yl)amino)-4'-((3-fluoroazetidine-1-yl)methyl)-4-methyl-[1,1'-biphenyl]-3-carboxamide CC1=C(C(NC(=C1)C)=O)CNC(=O)C=1C=C(C=C(C1C)N(C1CCOCC1)CC)C1=CC=C(C=C1)CN1CC(C1)F